C1=CC(=O)OC2=CC3=C(C=CO3)C=C21 The molecule is the simplest member of the class of psoralens that is 7H-furo[3,2-g]chromene having a keto group at position 7. It has been found in plants like Psoralea corylifolia and Ficus salicifolia. It has a role as a plant metabolite.